C(C)(C)OC(=O)C1(CC(C1)(F)F)C(F)F 1-(difluoromethyl)-3,3-difluorocyclobutane-1-carboxylic acid isopropyl ester